5-(4-acetyloxyphenoxy)-1-tert-butoxycarbonyl-1H-indole C(C)(=O)OC1=CC=C(OC=2C=C3C=CN(C3=CC2)C(=O)OC(C)(C)C)C=C1